(5-fluoro-3-((hydroxyimino) methyl)-1-(1-(cis-4-isopropylcyclohexyl) piperidin-4-yl)-1H-indol-2-yl)methyl sulfamate S(N)(OCC=1N(C2=CC=C(C=C2C1C=NO)F)C1CCN(CC1)[C@@H]1CC[C@@H](CC1)C(C)C)(=O)=O